ClC1=C(C(=CC=C1)Cl)N1C=2N(C3=C(C1=O)C=NC(=N3)S(=O)C)CCN2 6-(2,6-dichlorophenyl)-2-(methylsulfinyl)-8,9-dihydroimidazo[1,2-a]Pyrimido[5,4-e]Pyrimidin-5(6H)-one